5-(4-((4-methylpyridin-3-yl)methoxy)phenyl)-2-oxo-6-(trifluoromethyl)-1,2-dihydropyridine-3-carboxamide CC1=C(C=NC=C1)COC1=CC=C(C=C1)C=1C=C(C(NC1C(F)(F)F)=O)C(=O)N